CC=1SC=C(N1)NC(OC(C)(C)C)=O tert-butyl N-(2-methyl-1,3-thiazol-4-yl)carbamate